FC=1C=C(C=CC1)[C@@H]1N(C[C@H](C1)O)C1=NC=2N(C=C1)N=CC2C(=O)NC(C)C 5-((2R,4S)-2-(3-fluorophenyl)-4-hydroxypyrrolidin-1-yl)-N-isopropylpyrazolo[1,5-a]pyrimidine-3-carboxamide